2-Hydroxy-N-(4-(5-(2-((1R)-1-hydroxy-3-azabicyclo[4.1.0]heptan-3-yl)-6-methylpyrimidin-4-yl)-1,3,4-oxadiazol-2-yl)-3-(6-azaspiro[2.5]octan-6-yl)phenyl)ethane-1-sulfonamide OCCS(=O)(=O)NC1=CC(=C(C=C1)C=1OC(=NN1)C1=NC(=NC(=C1)C)N1C[C@]2(CC2CC1)O)N1CCC2(CC2)CC1